4,8-diazaspiro[4.5]Decan-3-one C1CC(NC12CCNCC2)=O